C(C(C)C)N1CCN(CC1)C1=CC=C(C=C1)C1=CC2=C(C(=N1)C)C=C(N2C)C2=CC=C(C=C2)S(=O)(=O)C 6-(4-(4-isobutylpiperazin-1-yl)phenyl)-1,4-dimethyl-2-(4-(methylsulfonyl)phenyl)-1H-pyrrolo[3,2-c]pyridine